FC1(CC(C1)(CO)NC(=O)C=1C=C2C(=NC1)C(=NN2C(C)C)C2=CC(=CC=C2)OC(F)F)F N-(3,3-difluoro-1-(hydroxymethyl)cyclobutyl)-3-(3-(difluoromethoxy)phenyl)-1-isopropyl-1H-pyrazolo[4,3-b]pyridine-6-carboxamide